BrC1=CC(=CC2=C1N(C=N2)C2CC(C2)O)C(=O)O 7-bromo-1-((1s,3s)-3-hydroxycyclobutyl)-1H-benzo[d]Imidazole-5-carboxylic acid